(±)-1-(2,6-Dichlorobenzyl)-N-(1-methyl-2-oxo-8-((4-(pyridin-4-yl)piperazin-1-yl)methyl)-2,3,4,5-tetrahydro-1H-benzo[b]azepin-3-yl)-1H-1,2,4-triazole-3-carboxamid ClC1=C(CN2N=C(N=C2)C(=O)N[C@@H]2CCC3=C(N(C2=O)C)C=C(C=C3)CN3CCN(CC3)C3=CC=NC=C3)C(=CC=C1)Cl |r|